O1CCCC=C1C1=NN2C(NC(=C(C2=O)N2CCN(CC2)C(=O)OC(C)(C)C)CC)=N1 tert-butyl 4-(2-(3,4-dihydro-2H-pyran-6-yl)-5-ethyl-7-oxo-4,7-dihydro-[1,2,4]triazolo[1,5-a]pyrimidin-6-yl)piperazine-1-carboxylate